O=C(CN(CC(=O)NCCCCCC(=O)OCC1=CC=CC=C1)CC(=O)NCCO[C@@H]1[C@@H](O)[C@@H](O)[C@H](O)[C@H](O1)CO)NCCO[C@@H]1[C@@H](O)[C@@H](O)[C@H](O)[C@H](O1)CO benzyl 6-(2-{bis[2-oxo-2-({2-[(α-D-mannopyranosyl)oxy]ethyl}amino)ethyl]amino} acetamido)hexanoate